ClC1=CC2=C(C=N1)C1(CN2C2=NC(=NC(=C2)C(C)F)C(C)(F)F)CC1 6'-chloro-1'-(2-(1,1-difluoroethyl)-6-(1-fluoroethyl)pyrimidin-4-yl)-1',2'-dihydrospiro[cyclopropane-1,3'-pyrrolo[3,2-c]pyridine]